e-3-methyl-1-butene CC(C=C)C